FC(C(=O)O)(F)F.C(C1=CC=CC=C1)N(C(O)=O)C[C@@H](CO)N.C1(CC1)C1=CC(=NN1C1=CC=C(C=C1)CO)C(F)(F)F (4-(5-cyclopropyl-3-(trifluoromethyl)-1H-pyrazol-1-yl)phenyl)methanol (S)-benzyl-(2-amino-3-hydroxypropyl)carbamate 2,2,2-trifluoroacetate